4-Amino-8-(2-fluoro-5-((8-methyl-2,8-diazaspiro[4.5]decan-2-yl)methyl)phenyl)-2-oxo-N-propyl-1,2-dihydroquinoline-3-carboxamide NC1=C(C(NC2=C(C=CC=C12)C1=C(C=CC(=C1)CN1CC2(CC1)CCN(CC2)C)F)=O)C(=O)NCCC